C(C)(C)(C)OC(NC1CN(C=2N(C1)N=CC2)C2=CC=C(C=C2)C(F)(F)F)=O tert-butyl-(4-(4-(trifluoromethyl)phenyl)-4,5,6,7-tetrahydropyrazolo[1,5-a]pyrimidin-6-yl)carbamate